3-(2-(4-((3-(dimethylamino)benzyl)(3-methoxybenzyl)amino)phenoxy)ethoxy)-N,N-dimethylaniline CN(C=1C=C(CN(C2=CC=C(OCCOC=3C=C(N(C)C)C=CC3)C=C2)CC2=CC(=CC=C2)OC)C=CC1)C